C(C)C(CCCCN=C=O)N=C=O ethyl-1,5-diisocyanatopentane